(4-bromophenyl)-pyrrolidin-3-yl-methanone BrC1=CC=C(C=C1)C(=O)C1CNCC1